C(CCCCCCC)C(CO)(CO)CCCCCCCC 2,2-dioctyl-1,3-propanediol